6-(propan-2-yl)-2-[(pyridin-2-yl)methyl]-6,7-dihydro-4H-pyrazolo[1,5-a]pyrrolo[3,4-d]pyrimidine-5,8-dione CC(C)N1C(C=2NC=3N(C(C2C1)=O)N=C(C3)CC3=NC=CC=C3)=O